tert-butyl (1-methyl-2-oxo-1,2-dihydropyridin-4-yl)carbamate CN1C(C=C(C=C1)NC(OC(C)(C)C)=O)=O